ClC1=NSC(=N1)Cl 3,5-dichloro-1,2,4-thiadiazole